C(C)(C)(C)OC(=O)N[C@@H](CCCCNC(CCS)=O)C(=O)O N2-(tert-butyloxycarbonyl)-N6-(3-mercaptopropionyl)lysine